di((9Z,12Z)-octadeca-9,12-diene-1-yl)carbamate C(CCCCCCC\C=C/C\C=C/CCCCC)N(C([O-])=O)CCCCCCCC\C=C/C\C=C/CCCCC